monochlorodiphenyl-s-triazine ClC1=NC(=NC(=N1)C1=CC=CC=C1)C1=CC=CC=C1